ethyl 3-((4-((2-amino-4-(mesitylsulfonyloxy)-6-methylpyrimidin-5-yl)methyl)-3-methoxybenzyl) (2,2-difluoroethyl)amino)propanoate NC1=NC(=C(C(=N1)OS(=O)(=O)C1=C(C=C(C=C1C)C)C)CC1=C(C=C(CN(CCC(=O)OCC)CC(F)F)C=C1)OC)C